2,3,3-trimethyl-7-phenylindole CC1=NC2=C(C=CC=C2C1(C)C)C1=CC=CC=C1